C1N(CCC2=CC=CC=C12)CC(CN1C(C2=C(CCC1)C=C(C=C2)O)=O)O 2-[3-(3,4-dihydro-1H-isoquinolin-2-yl)-2-hydroxy-propyl]-7-hydroxy-4,5-dihydro-3H-2-benzazepin-1-one